C1(CC1)C=1C=NN2C1N=C(C=C2NCC2=CC(=CC=C2)F)N[C@@H]2CN(CCC2)CCO (S)-2-(3-((3-cyclopropyl-7-((3-fluorobenzyl)amino)pyrazolo[1,5-a]pyrimidin-5-yl)amino)piperidin-1-yl)ethan-1-ol